2-((4-phenylbenzyl)amino)valine ethyl ester C(C)OC([C@@](N)(C(C)C)NCC1=CC=C(C=C1)C1=CC=CC=C1)=O